C(=O)(O)CCOC(C=C)=O.C(C=C)(=O)OCCCC butyl acrylate β-carboxyethyl-acrylate